tert-butyl (S)-10-hydroxy-10-(((S)-2-oxo-4-phenylpyrrolidin-1-yl) methyl)-7-azaspiro[4.5]decane-7-carboxylate O[C@]1(CCN(CC12CCCC2)C(=O)OC(C)(C)C)CN2C(C[C@H](C2)C2=CC=CC=C2)=O